(S)-3-(2,2-dimethylbutyramido)-3-phenylpropionic acid CC(C(=O)N[C@@H](CC(=O)O)C1=CC=CC=C1)(CC)C